C(#N)CCOC(=O)C1=C(NC2=C(C=NC(=C2C1)OCC)C)C 5-ethoxy-2,8-dimethyl-1,4-dihydro-1,6-naphthyridine-3-carboxylic acid 2-cyanoethyl ester